COC=1C=C2CCN(CC2=CC1NC1=NC2=CC(=CC=C2C=N1)N1C(O[C@]2(C1)CCNCCC2)=O)C |r| (S and R)-3-{2-[(6-methoxy-2-methyl-1,2,3,4-tetrahydroisoquinolin-7-yl)amino]quinazolin-7-yl}-1-oxa-3,8-diazaspiro[4.6]-undecan-2-one